C(C)(C)(C)OC(=O)N1C[C@@H](N(CC1)C=1C2=C(N=CN1)N(C=C2I)S(=O)(=O)CC2=CC=CC=C2)C (S)-4-(5-iodo-7-toluenesulfonyl-7H-pyrrolo[2,3-d]pyrimidin-4-yl)-3-methylpiperazine-1-carboxylic acid tert-butyl ester